C(#N)C1=C(C(=NC=C1)C1=NC=CC=C1)C1=CC=CC=C1 cyanophenyl-bipyridine